N-(3-nitrophenyl)methacrylamide [N+](=O)([O-])C=1C=C(C=CC1)NC(C(=C)C)=O